COC(=O)C1(CCOCC1)C1=NC(=NC=C1)Cl 4-(2-chloropyrimidin-4-yl)tetrahydro-2H-pyran-4-carboxylic acid methyl ester